2-(3-(3-(4-chlorophenyl)-1,2,4-oxadiazol-5-yl)-6-oxopyridazin-1(6H)-yl)-N-propylacetamide ClC1=CC=C(C=C1)C1=NOC(=N1)C1=NN(C(C=C1)=O)CC(=O)NCCC